O=C(CCCC)NCCCCCC(NCCOCCNC(CCCCCNC(CCCC)=O)=O)=O 5,12,20,27-tetraoxo-16-oxa-6,13,19,26-tetraazahentriacontane